NC=1C(=NON1)N1N=NC(=C1)C(=O)N/N=C/C1=CC=C(C=C1)OCC (E)-1-(4-amino-1,2,5-oxadiazol-3-yl)-N'-(4-ethoxybenzylidene)-1H-1,2,3-triazole-4-carbohydrazide